methyl 2-(5-aminopyridin-2-yl)acetate NC=1C=CC(=NC1)CC(=O)OC